4-(2-chlorophenyl)-8-((4-(4-methylpiperazin-1-yl)phenyl)amino)-1,2-dihydroimidazo[1,2-a]pyrido[3,4-e]pyrimidin-5(4H)-one ClC1=C(C=CC=C1)N1C=2N(C3=C(C1=O)C=NC(=C3)NC3=CC=C(C=C3)N3CCN(CC3)C)CCN2